NC1=NC(=C2N=CN(C2=N1)[C@H]1C[C@@H]([C@@](O1)(C=C)CO)O)OC (2R,3S,5R)-5-(2-amino-6-methoxy-9H-purin-9-yl)-2-(hydroxymethyl)-2-vinyltetrahydrofuran-3-ol